(2R,4S)-1-((R)-9-bromo-8-methoxy-5-methyl-1-(2,2,2-trifluoroethyl)-5,6-dihydropyrrolo[2,1-a]isoquinoline-3-carbonyl)-4-hydroxy-2-methylpyrrolidine-2-carboxamide BrC1=C(C=C2C[C@H](N3C(C2=C1)=C(C=C3C(=O)N3[C@](C[C@@H](C3)O)(C(=O)N)C)CC(F)(F)F)C)OC